(E)-5-(3-(6-((4-(2-(2,6-Dioxopiperidin-3-yl)-1-oxoisoindolin-4-yl)but-3-en-1-yl)carbamoyl)pyridin-3-yl)isoquinolin-8-yl)-7-isopropyl-N-methyl-1H-indole-3-carboxamide O=C1NC(CCC1N1C(C2=CC=CC(=C2C1)/C=C/CCNC(=O)C1=CC=C(C=N1)C=1N=CC2=C(C=CC=C2C1)C=1C=C2C(=CNC2=C(C1)C(C)C)C(=O)NC)=O)=O